N[C@@H]1C(N(C2=C(C(C1)(F)F)C=C(C(=C2)C=2OC(=NN2)N2CC(CC2)(F)F)F)CC2=CC=C(C=C2)N2N=C(N=C2)C(F)(F)F)=O (3S)-3-amino-8-[5-(3,3-difluoropyrrolidin-1-yl)-1,3,4-oxadiazol-2-yl]-5,5,7-trifluoro-1-[[4-[3-(trifluoromethyl)-1,2,4-triazol-1-yl]phenyl]methyl]-3,4-dihydro-1-benzazepin-2-one